(R)-N-(4-([1,2,4]triazolo[1,5-c]pyrimidin-7-yloxy)-3-methylphenyl)-5-((1-cyclopropyl-3,3-difluoropiperidin-4-yl)oxy)-6-methoxyquinazolin-4-amine N=1C=NN2C=NC(=CC21)OC2=C(C=C(C=C2)NC2=NC=NC1=CC=C(C(=C21)O[C@H]2C(CN(CC2)C2CC2)(F)F)OC)C